FC1(CC(C1)C1=CC=C(C=N1)N)F 6-(3,3-difluorocyclobutyl)pyridin-3-amine